tert-butyl 3-(((tert-butyldimethylsilyl) oxy)methyl)-4-hydroxy-4-(3-hydroxypropyl)piperidine-1-carboxylate [Si](C)(C)(C(C)(C)C)OCC1CN(CCC1(CCCO)O)C(=O)OC(C)(C)C